CN1N=CC(=C1C1=CC=2N(C=C1)N=C(C2)NC(=O)C2CC2)OC[C@@H]2N(CC2)C N-[5-[2-methyl-4-[[(2R)-1-methylazetidin-2-yl]methoxy]pyrazol-3-yl]pyrazolo[1,5-a]pyridin-2-yl]cyclopropanecarboxamide